2-[(E)-[7-[4-(7-azaspiro[3.5]nonan-2-yloxy)phenyl]-4,5,13-trimethyl-3-thia-1,8,11,12-tetrazatricyclo[8.3.0.02,6]trideca-2(6),4,7,10,12-pentaen-9-ylidene]methyl]oxazole C1C(CC12CCNCC2)OC2=CC=C(C=C2)C=2C=1C(=C(SC1N1C(=NN=C1/C(/N2)=C\C=2OC=CN2)C)C)C